N2-(2-(1-(Cyclopropylsulfonyl)-1H-pyrazol-4-yl)pyrimidin-4-yl)-N4-((1s,4s)-4-fluorocyclohexyl)-5-(5-((tetrahydrofuran-3-yl)oxy)pyrazin-2-yl)pyridine-2,4-diamine C1(CC1)S(=O)(=O)N1N=CC(=C1)C1=NC=CC(=N1)NC1=NC=C(C(=C1)NC1CCC(CC1)F)C1=NC=C(N=C1)OC1COCC1